CSC1=NC=C(C(=N1)N1CCOCC1)C(=O)O 2-(methylthio)-4-morpholinopyrimidine-5-carboxylic acid